tert-butyl 4-(6-(7-(1-methyl-1H-pyrazol-4-yl)imidazo[1,2-a]pyridin-3-yl)pyridin-2-yl)piperazine-1-carboxylate CN1N=CC(=C1)C1=CC=2N(C=C1)C(=CN2)C2=CC=CC(=N2)N2CCN(CC2)C(=O)OC(C)(C)C